C(C1=CC=CC=C1)C=1C=C(CC2N(CCCC2NS(=O)(=O)C)C(=O)NCC)C=CC1 3-benzylbenzyl-N-ethyl-3-((methylsulfonyl)amino)piperidine-1-carboxamide